1-(4-trifluoromethylphenyl)-3-cyclohexylthiourea FC(C1=CC=C(C=C1)NC(=S)NC1CCCCC1)(F)F